C1(CC1)C=1N2C(SC1C1=C(C=CC=C1)F)=NC(=C2)C(=O)N[C@@H]2C(N(C1=C(OC2)C=CC(=C1)C#CC(C)(C)O)C)=O (S)-3-cyclopropyl-2-(2-fluorophenyl)-N-(7-(3-hydroxy-3-methylbut-1-yn-1-yl)-5-Methyl-4-oxo-2,3,4,5-tetrahydrobenzo[b][1,4]oxazepine-3-yl)imidazo[2,1-b]thiazole-6-carboxamide